BrC=1C=CC2=C(C(C(O2)C(=O)OC(C)(C)C)=O)C1 tert-butyl 5-bromo-3-oxo-2,3-dihydrobenzofuran-2-carboxylate